C(C)OC1=C(C=CC(=C1)S(=O)(=O)C)NCC#CC=1N(C=2C=CC=C(C2C1)NC1CCC(CC1)N1CCOCC1)CC(F)(F)F 2-(3-((2-ethoxy-4-(methylsulfonyl)phenyl)amino)prop-1-yn-1-yl)-N-((1R,4R)-4-morpholinocyclohexyl)-1-(2,2,2-trifluoroethyl)-1H-indol-4-amine